7-methyl-2,3,4,7,8a,9,10,11,12,13-decahydro-9,12-iminoazepino[1',2':4,5]pyrazino[2,3-c][1,7]naphthyridine CN1CC2N(C3=C1C=NC=1CNCCC31)CC3CCC2N3